(1R,2S,5S)-3-(4-methoxy-1H-indole-2-carbonyl)-6,6-dimethyl-3-azabicyclo[3.1.0]hexane-2-carboxylic acid COC1=C2C=C(NC2=CC=C1)C(=O)N1[C@@H]([C@H]2C([C@H]2C1)(C)C)C(=O)O